C1(=CC=CC=C1)C=1C(=C(C(=NC1)C=1[Se]C2=C(C1C1=C(C=CC=C1)C1=CC=CC=C1)C=CC=C2)C2=NN=NC=C2)C2=CC=CC=C2 Diphenyltriazinyl(biphenylylbenzoselenophenyl)pyridine